(S)-2-((tert-butoxycarbonyl)amino)-3-(5-methyl-1,2,4-oxadiazol-3-yl)propanoic acid C(C)(C)(C)OC(=O)N[C@H](C(=O)O)CC1=NOC(=N1)C